COC1=CC=C2C(CC=3C(=NOC3C2=C1)C(=O)OCC)(C)C ethyl 8-methoxy-5,5-dimethyl-4,5-dihydronaphtho[2,1-d]isoxazole-3-carboxylate